5-(3-chloro-4-fluoro-phenyl)-8-cyclopropyl-2-[2-(3-fluoro-3-methyl-azetidin-1-yl)-2-oxo-ethyl]-[1,2,4]triazolo[4,3-a]pyridin-3-one ClC=1C=C(C=CC1F)C1=CC=C(C=2N1C(N(N2)CC(=O)N2CC(C2)(C)F)=O)C2CC2